(4-(1H-imidazol-1-yl)-3-(trifluoromethyl)phenyl)-3-(imidazo[1,2-b]pyridazin-3-ylethynyl)-4-methylbenzamide N1(C=NC=C1)C1=C(C=C(C=C1)C1=C(C(=O)N)C=CC(=C1C#CC1=CN=C2N1N=CC=C2)C)C(F)(F)F